CC1=C(C=NC(=C1)N1N=CC(=C1)CN1C(CNC(C1)C=1C(=C2COC(C2=CC1)=O)C)C)C#N 4-methyl-6-(4-((2-methyl-5-(4-methyl-1-oxo-1,3-dihydroisobenzofuran-5-yl)piperazin-1-yl)methyl)-1H-pyrazol-1-yl)pyridine-3-carbonitrile